methyl 3-chloro-1-(3-(trifluoromethyl)benzyl)-1H-indole-2-carboxylate ClC1=C(N(C2=CC=CC=C12)CC1=CC(=CC=C1)C(F)(F)F)C(=O)OC